COC1(CCC(CC1)NC(=O)[C@H]1CCN(C2(CC2)C1)C(=O)C1=NNC(=C1)C1=NC=NC(=C1)C)C(F)(F)F (S)-N-((1S,4R)-4-methoxy-4-(trifluoromethyl)cyclohexyl)-4-(5-(6-methylpyrimidin-4-yl)-1H-pyrazole-3-carbonyl)-4-azaspiro[2.5]octane-7-carboxamide